FC(C(C(C(O)(F)F)(F)F)(F)F)(CCC)F octafluoroheptanol